N-methyl-tertiary leucine CN[C@@H](C(C)(C)C)C(=O)O